N-methyl-phenothiazine CN1C2=CC=CC=C2SC=2C=CC=CC12